CN(C1CCN(CC1)CC=1C(=C(C(=CC1)O)N1CC(NS1(=O)=O)=O)F)C 5-(3-((4-(dimethylamino)piperidin-1-yl)methyl)-2-fluoro-6-hydroxyphenyl)-1,2,5-thiadiazolidin-3-one 1,1-dioxide